BrC1=C(C=C2C(=C(C(=NC2=C1F)SC)C(\C=C\N(C)C)=O)NC1[C@H]2CN([C@@H]1C2)C(=O)OC(C)(C)C)C tert-butyl (1R,4R)-5-((7-bromo-3-((E)-3-(dimethylamino)acryloyl)-8-fluoro-6-methyl-2-(methylthio)quinolin-4-yl)amino)-2-azabicyclo[2.1.1]hexane-2-carboxylate